ClC1=C2C(=NC=C1)NC(=C2C2=CC1=C(OCCN1C(C=C)=O)C=C2)C2=CC=C(C=C2)CN2CCN(CC2)C 1-(6-(4-chloro-2-(4-((4-methylpiperazin-1-yl)methyl)phenyl)-1H-pyrrolo[2,3-b]pyridin-3-yl)-2H-benzo[b][1,4]oxazin-4(3H)-yl)prop-2-en-1-one